6-Amino-7-(2-chloro-5-fluorophenyl)-1,4,8-tris(4-methoxybenzyl)-1,2,3,4,7,8-hexahydro-9H-pyrrolo[3,4-f]quinoxaline NC=1C2=C(C=3N(CCN(C3C1)CC1=CC=C(C=C1)OC)CC1=CC=C(C=C1)OC)CN(C2C2=C(C=CC(=C2)F)Cl)CC2=CC=C(C=C2)OC